CC(C(=O)NC=1NC(C=2N=CNC2N1)=O)C 2-[(2-methylpropanoyl)amino]-1,9-dihydro-6H-purin-6-one